C(C)(C)(C)OC([C@@H](CCOCC1=CC=CC=C1)OS(=O)(=O)C)=O (2R)-4-(benzyloxy)-2-[(methylsulfonyl)oxy]butanoic acid tert-butyl ester